C1=CC=CC=2C3=CC=CC=C3C(C12)COC(=O)N[C@@H](CCC(N)=O)C(=O)O N-(9-fluorenylmethoxycarbonyl)-L-glutamine